FC=1C=C(C#N)C=CC1COC1=CC(=CC=C1)N[C@H]1CNCC1 (R)-3-fluoro-4-((3-(pyrrolidin-3-ylamino)phenoxy)methyl)benzonitrile